C1(=CC=CC2=CC=CC=C12)C(=O)NCC=1C=C(C(=O)O)C=CN1 2-((1-naphthoylamino)methyl)isonicotinic acid